CC1CS(=O)C(C1)C 2,4-dimethyltetramethylene sulfoxide